CC=1C=C(C=CC1C)N1N=C(C=2C=NC=3C=CC(=CC3C21)OC)C2=CC(=C(OCCN(C)C)C=C2)OC 2-{4-[1-(3,4-dimethylphenyl)-8-methoxy-1H-pyrazolo[4,3-c]quinolin-3-yl]-2-methoxyphenoxy}-N,N-dimethylethanamine